Dimethyl 4-ethynylphthalate C(#C)C=1C=C(C(C(=O)OC)=CC1)C(=O)OC